6-chloro-2-(4-phenoxyphenyl)nicotinamide ClC1=NC(=C(C(=O)N)C=C1)C1=CC=C(C=C1)OC1=CC=CC=C1